C1(CC1)C1=NN(C=N1)C1CC2(CN(C2)C(=O)N2CC(C2)C=2C=NC(=CC2)N2CC(CC2)(C(F)(F)F)O)C1 [6-(3-cyclopropyl-1,2,4-triazol-1-yl)-2-azaspiro[3.3]heptan-2-yl]-[3-[6-[3-hydroxy-3-(trifluoromethyl)pyrrolidino]-3-pyridinyl]azetidin-1-yl]methanone